3-aminophenyl-4-phenyl-5-mercapto-1,2,4-triazole NC=1C=C(C=CC1)C1=NN=C(N1C1=CC=CC=C1)S